COC1=C(CC2=C(C=CC=C2C2=CC=NC=C2)O)C(=CC=C1)C1=CC=NC=C1 2-(2-methoxy-6-(pyridin-4-yl)benzyl)-3-(pyridin-4-yl)phenol